pyrido[2,3-b]pyrazine-2,3(1H,4H)-dione N1C2=C(NC(C1=O)=O)N=CC=C2